2-[(3-Chloro-2-{[(4-chloro-2-fluorophenyl)methyl]amino}-5,6,7,8-tetrahydro-1,7-naphthyridin-7-yl)methyl]-1-{[(2S)-oxetan-2-yl]methyl}-1H-1,3-benzodiazole-6-carboxylic acid ClC=1C(=NC=2CN(CCC2C1)CC1=NC2=C(N1C[C@H]1OCC1)C=C(C=C2)C(=O)O)NCC2=C(C=C(C=C2)Cl)F